1-(phenylethynyl)-2-naphthol C1(=CC=CC=C1)C#CC1=C(C=CC2=CC=CC=C12)O